C(C1=CC=CC=C1)C1=C(SC2=C1CN([C@@H](C=1N2C(=NN1)C)C)C)C (R)-3-benzyl-2,5,6,9-tetramethyl-5,6-dihydro-4H-thieno[3,2-f][1,2,4]triazolo[4,3-a][1,4]diazepine